(6aR,7R,10aS)-4-(2-fluorophenyl)-7,10a-dimethyl-2-(8-methylquinolin-4-yl)-8-oxo-5,6,6a,7,8,10a-hexahydrobenzo[h]quinazoline-9-carbonitrile FC1=C(C=CC=C1)C1=NC(=NC=2[C@]3([C@H](CCC12)[C@H](C(C(=C3)C#N)=O)C)C)C3=CC=NC1=C(C=CC=C31)C